COCC=1C=C(C=O)C=C(C1)COC 3,5-dimethoxymethyl-benzaldehyde